[1,2,4]triazolo[1,5-a]pyridin-2-amine N=1C(=NN2C1C=CC=C2)N